COC1=C(C=CC=C1)S(=O)(=O)NC=1C=NC=2CCNC(C2C1)=O 2-methoxy-N-(5-oxo-5,6,7,8-tetrahydro-1,6-naphthyridin-3-yl)benzenesulfonamide